(4-(2-(methylamino)-2-oxoethyl)-1-phenyl-1H-imidazol-2-yl)-4-(1H-pyrazol-4-yl)benzamide CNC(CC=1N=C(N(C1)C1=CC=CC=C1)C1=C(C(=O)N)C=CC(=C1)C=1C=NNC1)=O